2-(3-(((((1R,2S,5R)-2-carbamoyl-7-oxo-1,6-diazabicyclo[3.2.1]octan-6-yl)oxy)sulfonyl)oxy)-2,2-dimethylpropyl)phenyl pivalate C(C(C)(C)C)(=O)OC1=C(C=CC=C1)CC(COS(=O)(=O)ON1[C@@H]2CC[C@H](N(C1=O)C2)C(N)=O)(C)C